2-(3-(benzyloxy)phenyl)-2-hydroxyacetonitrile C(C1=CC=CC=C1)OC=1C=C(C=CC1)C(C#N)O